FC=1C(=CC=2C3=C(NC(C2C1)=O)COC[C@H]3N(C(=O)C=3C=C1C=CC(=CN1C3)C(F)F)C)F (S)-N-(8,9-difluoro-6-oxo-1,4,5,6-tetrahydro-2H-pyrano[3,4-c]isoquinolin-1-yl)-6-(difluoromethyl)-N-methylindolizine-2-carboxamide